methyl (6-(benzyloxy)-10-methyl-[1,2,4]triazolo[5,1-a]isoquinoline-5-carbonyl)glycinate C(C1=CC=CC=C1)OC1=C(N2C(C3=C(C=CC=C13)C)=NC=N2)C(=O)NCC(=O)OC